SC[Si](OC)(OC)OC mercaptomethyl-trimethoxysilane